COC=1N=C2C(NC(N=C2N(C1)C1CCOCC1)(N)NC1CCN(CC1)S(=O)(=O)C)=O 6-methoxy-2-((1-(methylsulfonyl)piperidin-4-yl)amino)-8-(tetrahydro-2H-pyran-4-yl)pterin